6-fluoro-4-(3-(6-fluoro-4-methylpyridin-3-yl)-7,8-dihydro-1,6-naphthyridin-6(5H)-yl)-2-methylquinazoline FC=1C=C2C(=NC(=NC2=CC1)C)N1CC=2C=C(C=NC2CC1)C=1C=NC(=CC1C)F